1-((4-(2-((1-(1-acetylpiperidin-4-yl)-1H-pyrazol-4-yl)amino)-5-methylpyrimidin-4-yl)-2-fluorophenoxy)methyl)cyclopropane-carbonitrile C(C)(=O)N1CCC(CC1)N1N=CC(=C1)NC1=NC=C(C(=N1)C1=CC(=C(OCC2(CC2)C#N)C=C1)F)C